3-chloro-N-[(1R,3S)-3-(hydrazinecarbonyl)cyclohexyl]-N-methyl-benzamide ClC=1C=C(C(=O)N(C)[C@H]2C[C@H](CCC2)C(=O)NN)C=CC1